ClC1=CC(=C(C(=C1)C)CC(=O)NC1(CCC(CC1)(OCCC)OCCC)C(=O)OCCC)C n-Propyl 1-[[2-(4-chloro-2,6-dimethyl-phenyl)acetyl]amino]-4,4-dipropoxycyclohexanecarboxylate